N-ethyl-N-(ethyl-1-d)benzamide C(C)N(C(C1=CC=CC=C1)=O)C(C)[2H]